6-((6-Aminopyridin-2-yl)methyl)-4-methyl-5-oxo-5,6-dihydro-4H-thiazolo[5',4':4,5]pyrrolo[2,3-d]pyridazine-2-carboxamide NC1=CC=CC(=N1)CN1N=CC2=C(C1=O)N(C1=C2SC(=N1)C(=O)N)C